C(C)(=O)N1CCC(CC1)N1CN(C2=CC=C(C=C2C1=O)C(F)(F)F)C1=C(C=C(C=C1)F)C 3-(1-acetylpiperidin-4-yl)-1-(4-fluoro-2-methylphenyl)-6-(trifluoromethyl)-2,3-dihydroquinazolin-4(1H)-one